N-(4-(7-(2-cyano-3-methylbut-2-enamido)-1H-indol-3-yl)-5-methylpyridin-2-yl)cyclopropanecarboxamide C(#N)C(C(=O)NC=1C=CC=C2C(=CNC12)C1=CC(=NC=C1C)NC(=O)C1CC1)=C(C)C